diamino-3,3'-biphenyl NC1=CC=C(C=C1)C=1C=CC(=CC1)N